[(2R,6R)-6-(4-benzamido-2-oxo-pyrimidin-1-yl)-2-[[bis(4-methoxyphenyl)-phenyl-methoxy]methyl]-1,4-dioxan-2-yl]methyl benzoate C(C1=CC=CC=C1)(=O)OC[C@]1(O[C@H](COC1)N1C(N=C(C=C1)NC(C1=CC=CC=C1)=O)=O)COC(C1=CC=CC=C1)(C1=CC=C(C=C1)OC)C1=CC=C(C=C1)OC